FC1=C(OC=2C(=NC(=NC2)CS(=O)(=O)C)C2=CN(C(C3=CC=CC=C23)=O)C)C=CC(=C1)F 4-[5-(2,4-difluorophenoxy)-2-(methylsulfonylmethyl)pyrimidin-4-yl]-2-methylisoquinolin-1-one